2-((2-fluoro-4-(oxetane-3-yl)benzyl)oxy)-6-(piperidin-4-yl)pyridine FC1=C(COC2=NC(=CC=C2)C2CCNCC2)C=CC(=C1)C1COC1